OCC1=C[C@@]2(O[C@@H](CCC2)CCCCCCCC)O[C@@H]2C=C(C(C[C@H]12)=O)C (2S,4aR,6'R,8aR)-4-(hydroxymethyl)-7-methyl-6'-octyl-3',4a,4',5',6',8a-hexahydrospiro[chromene-2,2'-pyran]-6(5H)-one